N-(3-benzyl-4-cyclobutyl-1-(2-hydroxyethyl)-1H-pyrazol-5-yl)-2-(1-(trifluoromethyl)cyclopropyl)acetamide C(C1=CC=CC=C1)C1=NN(C(=C1C1CCC1)NC(CC1(CC1)C(F)(F)F)=O)CCO